O=C(CC(=O)OCC)N/N=C(\C)/C(C)=O Ethyl (E)-3-oxo-3-(2-(3-oxobutan-2-ylidene)hydrazinyl)propanoate